3-[5-(3-aminophenyl)amyl]aniline NC=1C=C(C=CC1)CCCCCC=1C=C(N)C=CC1